2-(2-methylpiperidin-1-yl)aniline CC1N(CCCC1)C1=C(N)C=CC=C1